1-cyano-N-(5-methyl-pyridin-2-yl)pyrrolidine-3-carboxamide C(#N)N1CC(CC1)C(=O)NC1=NC=C(C=C1)C